7-((2-methoxy-4-(1-methylpiperidin-4-yl)phenyl)amino)-1-(5-methoxypyridin-2-yl)-3-(1,3,5-trimethyl-1H-pyrazol-4-yl)-3,4-dihydropyrimido[4,5-d]pyrimidin-2(1H)-one COC1=C(C=CC(=C1)C1CCN(CC1)C)NC1=NC=C2C(=N1)N(C(N(C2)C=2C(=NN(C2C)C)C)=O)C2=NC=C(C=C2)OC